7-((3-(3-Fluoropyridin-4-yl)pyrazolo[1,5-a]pyrimidin-6-yl)methyl)-1-oxa-7-azaspiro[3.5]nonane FC=1C=NC=CC1C=1C=NN2C1N=CC(=C2)CN2CCC1(CCO1)CC2